2,2-dihydroxyindene-1,3-dione OC1(C(C2=CC=CC=C2C1=O)=O)O